Ethyl 5-(N-(2-((2-chloro-N-(furan-2-ylmethyl) benzoylamino) methyl)-5-(piperidin-1-yl) phenyl)-N-ethylsulfamoyl)-3-methylbenzofuran-2-carboxylate ClC1=C(C(=O)N(CC=2OC=CC2)CC2=C(C=C(C=C2)N2CCCCC2)N(S(=O)(=O)C=2C=CC3=C(C(=C(O3)C(=O)OCC)C)C2)CC)C=CC=C1